(E)-1-([1,1'-biphenyl]-4-yl)-3-(trifluoromethyl)pent-2-en-1-one ethyl-1-[3-(1,3,5-trimethylpyrazol-4-yl)pyrazolo[1,5-a]pyridin-5-yl]pyrazole-4-carboxylate C(C)OC(=O)C=1C=NN(C1)C1=CC=2N(C=C1)N=CC2C=2C(=NN(C2C)C)C.C2(=CC=C(C=C2)C(\C=C(/CC)\C(F)(F)F)=O)C2=CC=CC=C2